C(=O)O.F[C@H]1CN(CC[C@H]1NC=1C=2N(C=CC1)C(=C(N2)C#CCNC2=C(C=C(C(=O)NC)C=C2)OC)SC(F)(F)F)C 4-{[3-(8-{[(3S,4R)-3-fluoro-1-methylpiperidin-4-yl]amino}-3-[(trifluoromethyl)sulfanyl]imidazo[1,2-a]pyridin-2-yl)prop-2-yn-1-yl]amino}-3-methoxy-N-methylbenzamide, formic acid salt